OCC1C2=CC(=CC=C2C=2C=CC(=CC12)C(=O)O)C(=O)O 9-hydroxymethyl-2,7-dicarboxyfluorene